COC1=CN=C2C(=N1)NC(C(=C2)C2CCN(CC2)C(=O)OC(C)(C)C)=O tert-butyl 4-(3-methoxy-6-oxo-5,6-dihydropyrido[2,3-b]pyrazin-7-yl)piperidine-1-carboxylate